(S or R)-tert-butyl 4-(5-(2-chloro-4-(dimethylcarbamoyl)phenoxy)pentan-2-yl)piperidine-1-carboxylate ClC1=C(OCCC[C@H](C)C2CCN(CC2)C(=O)OC(C)(C)C)C=CC(=C1)C(N(C)C)=O |o1:7|